N1(C=NC=C1)CN1C(CC(C1)CCC)=O 1-(1H-imidazol-1-ylmethyl)-4-propylpyrrolidin-2-one